7-bromo-2-(4-cyclopropyl-6-methoxypyrimidin-5-yl)pyrrolo[2,1-f][1,2,4]triazine BrC1=CC=C2C=NC(=NN21)C=2C(=NC=NC2OC)C2CC2